FC1=C(O[C@@H]2C[C@@]3([C@@H](CN(C3)C[C@H](O)C3=CC4=C(NC(O4)=O)C=C3)C2)O)C=CC=C1 6-((R)-2-((3aS,5S,6aR)-5-(2-fluorophenoxy)-3a-hydroxyhexahydrocyclopenta[c]pyrrol-2(1H)-yl)-1-hydroxyethyl)benzo[d]oxazol-2(3H)-one